4-(bromomethyl)-2-(tert-butyl)thiazole-5-carboxylate BrCC=1N=C(SC1C(=O)[O-])C(C)(C)C